COC1=C2C(NC(=NC2=CC(=C1)OC)C1=CC=C(C=C1)N1CCC(CC1)N(C)CC1=CC(=C2C(N(C(C2=C1)=O)C1C(NC(CC1)=O)=O)=O)F)=O 6-(((1-(4-(5,7-dimethoxy-4-oxo-3,4-dihydroquinazolin-2-yl)phenyl)piperidin-4-yl)(Methyl)amino)methyl)-2-(2,6-dioxopiperidin-3-yl)-4-fluoroisoindoline-1,3-dione